4-(3-(5-methyl-2,5-diazabicyclo[2.2.1]heptan-2-yl)azetidin-1-yl)-1H-benzo[d]imidazole CN1C2CN(C(C1)C2)C2CN(C2)C2=CC=CC=1NC=NC12